FC(C1=CC(=C(C=C1)C1=NN=C(C2=CC=CC=C12)N[C@H]1CN(CCC1)CC)OC)F (R)-4-(4-(difluoromethyl)-2-methoxyphenyl)-N-(1-ethylpiperidin-3-yl)phthalazin-1-amine